FC1=C(C=C(C=C1C(F)(F)F)N1N=CC=2C1=NN=C(C2)N2CCN(CC2)S(=O)(=O)C)O 2-Fluoro-5-(5-(4-(methylsulfonyl)piperazin-1-yl)-1H-pyrazolo[3,4-c]pyridazin-1-yl)-3-(trifluoromethyl)phenol